CC1CCC(NC1)C1=CC(CCC1)O 3-(5-methyl-2-piperidyl)cyclohex-2-en-1-ol